(S,E)-2-Chloro-3-(8-(2-(hydroxymethyl)-4-(methoxyimino)pyrrolidine-1-carbonyl)-2,3-dihydrobenzo[b][1,4]dioxin-5-yl)benzonitrile ClC1=C(C#N)C=CC=C1C1=CC=C(C=2OCCOC21)C(=O)N2[C@@H](C\C(\C2)=N/OC)CO